tert-butyl 3-{[(3R,5R)-1-(tert-butoxycarbonyl)-5-(hydroxymethyl)piperidin-3-yl]methyl}indole-1-carboxylate C(C)(C)(C)OC(=O)N1C[C@H](C[C@H](C1)CO)CC1=CN(C2=CC=CC=C12)C(=O)OC(C)(C)C